N-((R)-1-(4-((2-chloro-7-((R)-1-methoxyethyl)-[1,2,4]triazolo[1,5-a]pyrimidin-6-yl)amino)phenyl)-2,2,2-trifluoroethyl)-N-methyltetrahydro-2H-thiopyran-4-carboxamide 1,1-dioxide ClC1=NN2C(N=CC(=C2[C@@H](C)OC)NC2=CC=C(C=C2)[C@H](C(F)(F)F)N(C(=O)C2CCS(CC2)(=O)=O)C)=N1